(S)-2-(4-fluorobenzyl)-N-(1-(4-(hydroxycarbamoyl)phenyl)ethyl)-4,7-dihydro-5H-thieno[2,3-c]pyran-3-carboxamide FC1=CC=C(CC2=C(C3=C(COCC3)S2)C(=O)N[C@@H](C)C2=CC=C(C=C2)C(NO)=O)C=C1